(1R)-1-cyclopropyl-2,2,2-trifluoro-1-(6-(2-methyl-2H-pyrazolo[3,4-b]pyridin-5-yl)thieno[2,3-b]pyridin-2-yl)ethanol C1(CC1)[C@](C(F)(F)F)(O)C1=CC=2C(=NC(=CC2)C2=CC=3C(N=C2)=NN(C3)C)S1